C(=O)=C(C)C(C)=C=O 2,3-dicarbonyl-butane